Racemic-N-(4-(1-((5-cyclopropyl-1H-pyrazol-3-yl)amino)-1-oxopropan-2-yl)benzyl)acrylamide C1(CC1)C1=CC(=NN1)NC([C@H](C)C1=CC=C(CNC(C=C)=O)C=C1)=O |r|